C(C1=CC=CC=C1)N1C(C2=C(C=C1)C(=CN2)C2=NC(=NC=C2C(F)(F)F)NC2CNCCC2)=O 6-benzyl-3-{2-[(piperidin-3-yl)amino]-5-(trifluoromethyl)pyrimidin-4-yl}-1H,6H,7H-pyrrolo[2,3-c]pyridin-7-one